C(C=C)(=O)OP([O-])(=O)OP(=O)([O-])[O-] Acryloyldiphosphate